6-fluoro-7-[3-(5-methylpyridin-2-ylamino)azetidin-1-yl]-4-oxo-1-(1,3-thiazol-2-yl)-1,4-dihydro-1,8-naphthyridine-3-carboxylic acid FC=1C=C2C(C(=CN(C2=NC1N1CC(C1)NC1=NC=C(C=C1)C)C=1SC=CN1)C(=O)O)=O